N-hydroxy-2-{6-[(6-fluoro-quinolin-2-yl-methyl)-amino]-3-aza-bicyclo[3.1.0]hex-3-yl}pyrimidine-5-carboxamide ONC(=O)C=1C=NC(=NC1)N1CC2C(C2C1)NCC1=NC2=CC=C(C=C2C=C1)F